(R)-8-bromo-4-(3-methoxybenzyl)-1,3-dimethyl-3,4-dihydro-1H-benzo[e][1,4]diazepine BrC=1C=CC2=C(N(C[C@H](N(C2)CC2=CC(=CC=C2)OC)C)C)C1